C1OCC12N(CCC2)CCNC(C2=CN=C(C(=C2)NC2=NN(C1=NC(=NC=C12)NC=1C=NN(C1)C)C)C)=O N-(2-(2-oxa-5-azaspiro[3.4]octan-5-yl)ethyl)-6-methyl-5-((1-methyl-6-((1-methyl-1H-pyrazol-4-yl)amino)-1H-pyrazolo[3,4-d]pyrimidin-3-yl)amino)nicotinamide